COC1=NN2C(S1)=NC(=C2)C2=NN1C(C(=CC(=C1)OC)OCC(F)(F)F)=C2 2-methoxy-6-(6-methoxy-4-(2,2,2-trifluoroethoxy)pyrazolo[1,5-a]pyridin-2-yl)imidazo[2,1-b][1,3,4]thiadiazole